CN1C(=NC(=C1)C(F)(F)F)C=1C=C2CCCC2=CC1 5-(1-methyl-4-(trifluoromethyl)-1H-imidazol-2-yl)-2,3-dihydro-1H-indene